2-{2-ethyl-5,8-dioxo-6-[(±)-tetrahydrofuran-3-yl]-5,6,7,8-tetrahydro-4H-pyrazolo[1,5-a]pyrrolo[3,4-d]pyrimidin-4-yl}-N-(5-fluoropyridin-2-yl)acetamide C(C)C1=NN2C(N(C3=C(C2=O)CN(C3=O)[C@H]3COCC3)CC(=O)NC3=NC=C(C=C3)F)=C1 |r|